tert-butyl 4-((3-((1-(3-(4-methoxyphenyl)-1,2,4-oxadiazol-5-yl)piperidine-4-carboxamido)methyl)pyrrolidin-1-yl)methyl)azepane-1-carboxylate COC1=CC=C(C=C1)C1=NOC(=N1)N1CCC(CC1)C(=O)NCC1CN(CC1)CC1CCN(CCC1)C(=O)OC(C)(C)C